(1S,2R,3R)-2-METHYL-3-VINYL-CYCLOHEXANOL C[C@H]1[C@H](CCC[C@@H]1C=C)O